FC(C1=NC=C2N1C[C@@H](CN2C2=CC=C(C=C2)C(F)(F)F)CNC(C=C)=O)(F)F |o1:8| (R)- or (S)-N-((6-(trifluoromethyl)-1-(4-(trifluoromethyl)phenyl)-1,2,3,4-tetrahydroimidazo[1,5-a]pyrimidin-3-yl)methyl)acrylamide